C1(CC1)[C@]1(C(N(C[C@H]1C)C=1C=2N(C=C(N1)C1=CN(C(C=C1)=O)C(F)F)N=CC2)=O)C#N (3R,4S)-3-cyclopropyl-1-(6-(1-(difluoromethyl)-6-oxo-1,6-dihydropyridin-3-yl)pyrazolo[1,5-a]pyrazin-4-yl)-4-methyl-2-oxopyrrolidine-3-carbonitrile